indenyl acrylate C(C=C)(=O)OC1C=CC2=CC=CC=C12